BrC=1C(=CC=2N=CN=C(C2N1)NC1=C(C(=C(C=C1)OCC1CC1)Cl)F)F 6-bromo-N-[3-chloro-4-(cyclopropylmethoxy)-2-fluoro-phenyl]-7-fluoro-pyrido[3,2-d]pyrimidin-4-amine